2-(4-(4-cyano-2,6-dimethylphenoxy)-2-((cyanophenyl)amino)-6,7,8,9-tetrahydro-5H-pyrimido[4,5-d]azepine-7-carbonyl)pyrrolidine-1-carboxylate C(#N)C1=CC(=C(OC2=NC(=NC=3CCN(CCC32)C(=O)C3N(CCC3)C(=O)[O-])NC3=C(C=CC=C3)C#N)C(=C1)C)C